(R)-N-methyl-1-(5-(4-(trifluoromethyl)phenyl)-1,2,3,4-tetrahydroisoquinolin-8-yl)pyrrolidine-3-carboxamide hydrochloride Cl.CNC(=O)[C@H]1CN(CC1)C=1C=CC(=C2CCNCC12)C1=CC=C(C=C1)C(F)(F)F